C1(CC1)NC(NC1=CC(=CC=C1)NC(NC1=CC=CC=C1)=O)=O 3-cyclopropyl-1-{3-[(phenylcarbamoyl)amino]phenyl}urea